NC1=CC=C2C(C=COC2=C1[N+](=O)[O-])=O 7-amino-8-nitro-4H-chromen-4-one